3-ethyl-2,4-hexanediol dibenzoate C(C1=CC=CC=C1)(=O)OC(C)C(C(CC)OC(C1=CC=CC=C1)=O)CC